((2R,3R,4S,5R)-3,4,6-tris(benzyloxy)-5-fluorotetrahydro-2H-pyran-2-yl)methanol C(C1=CC=CC=C1)O[C@@H]1[C@H](OC([C@@H]([C@H]1OCC1=CC=CC=C1)F)OCC1=CC=CC=C1)CO